N-(3-chloro-4-fluoro-phenyl)-3-(methoxymethoxy)-2-(2-tetrahydropyran-4-ylethynyl)aniline ClC=1C=C(C=CC1F)NC1=C(C(=CC=C1)OCOC)C#CC1CCOCC1